bis-[3-(p-chlorobenzenesulfonyloxy)phenyl]urea ClC1=CC=C(C=C1)S(=O)(=O)OC=1C=C(C=CC1)NC(NC1=CC(=CC=C1)OS(=O)(=O)C1=CC=C(C=C1)Cl)=O